4-(4,4-diethyl-2-imino-6-oxotetrahydropyrimidin-1(2H)-yl)-N-((3S,4R)-3-hydroxy-2,2-dimethylchroman-4-yl)chroman-6-carboxamide C(C)C1(NC(N(C(C1)=O)C1CCOC2=CC=C(C=C12)C(=O)N[C@H]1[C@@H](C(OC2=CC=CC=C12)(C)C)O)=N)CC